(2S,5R)-5-(tert-butyl)-1-(4-phenylbutyryl)pyrrolidine-2-carboxylic acid methyl ester COC(=O)[C@H]1N([C@H](CC1)C(C)(C)C)C(CCCC1=CC=CC=C1)=O